(e)-1-(thiophen-2-yl)-4-(o-tolyl)but-3-en-2-one S1C(=CC=C1)CC(\C=C\C1=C(C=CC=C1)C)=O